CC1=CCCCC1 4-methylcyclohex-3-en